CO[C@@H]1C[C@H](N(C1)C)CO [(2S,4R)-4-methoxy-1-methyl-pyrrolidin-2-yl]methanol